1-(2,2-diphenylethyl)-3,5-dimethyladamantane C1(=CC=CC=C1)C(CC12CC3(CC(CC(C1)C3)(C2)C)C)C2=CC=CC=C2